3-(((tetrahydro-2H-pyran-2-yl)oxy)methyl)thiophene-2-aldehyde O1C(CCCC1)OCC1=C(SC=C1)C=O